F\C(\C(=O)NC=1C=C2C(=NC=NC2=CC1OC)NC1=CC(=C(OC2=CC=C(C(=O)N(C)C)C=C2)C=C1OC)C)=C/[C@@H]1N(CCC1)C (R,Z)-4-(4-((6-(2-fluoro-3-(1-methylpyrrolidin-2-yl)acrylamido)-7-methoxyquinazoline-4-yl)amino)-5-methoxy-2-methylphenoxy)-N,N-dimethylbenzamide